3-[[4-[(2R)-2-[(6-tert-butyl-5-methyl-pyrrolo[2,3-b]pyrazin-3-yl)methylamino]-3-isopropoxy-propoxy]-6-(2,6-dimethylphenyl)-5-ethyl-pyrimidin-2-yl]sulfamoyl]benzoic acid C(C)(C)(C)C1=CC=2C(=NC(=CN2)CN[C@@H](COC2=NC(=NC(=C2CC)C2=C(C=CC=C2C)C)NS(=O)(=O)C=2C=C(C(=O)O)C=CC2)COC(C)C)N1C